FC(OC1=CC(=C(C(=C1)C)N1N=C2N=C(NC(C2=C1)=O)[C@H](C)O)C)F (S)-2-{4-(difluoromethoxy)-2,6-dimethylphenyl}-6-(1-hydroxyethyl)-2,5-dihydro-4H-pyrazolo[3,4-d]pyrimidin-4-one